NC1=CC(=C(C=C1Br)N1CCN(C2(CC2)C1)C(=O)OC(C)(C)C)OC tert-Butyl 7-(4-amino-5-bromo-2-methoxyphenyl)-4,7-diazaspiro[2.5]octane-4-carboxylate